5-((2-methoxy-1,6-naphthyridin-3-yl)methyl)benzo[d]thiazole COC1=NC2=CC=NC=C2C=C1CC=1C=CC2=C(N=CS2)C1